C(C=C)(=O)OCC1CCCCC1 hexahydrobenzyl acrylate